C(C)N(CCN1CCNCC1)CC 4-(2-(diethylamino)ethyl)piperazine